C1(CCC1)C1CCN(CC1)S(=O)(=O)C1=CC=C(C=C1)NC(C1=C(C=CC(=C1)CNC(CO)CO)N(S(=O)(=O)C)C)=O N-(4-((4-Cyclobutylpiperidin-1-yl)sulfonyl)phenyl)-5-(((1,3-dihydroxypropan-2-yl)amino)methyl)-2-(N-methylmethylsulfonamido)benzamide